t-butylamine hydroiodide I.C(C)(C)(C)N